C[NH+]1CN(C(C1C)C)C 1,3,4,5-tetramethylimidazolinium